C1(=NN=CC2=CC=CC=C12)N1CCOCC1 4-(phthalazin-1-yl)morpholine